O=C1NN=C(C2=CC=CC=C12)C1=CC2=C(NC(=N2)NC(CCC)=O)C=C1 N-(5-(4-oxo-3,4-dihydrophthalazin-1-yl)-1H-benzimidazol-2-yl)butyramide